6-amino-5-methoxypyrazin NC1=C(N=CC=N1)OC